3-(3-bromo-5-ethoxybenzyl)-4-methyl-4H-1,2,4-triazole BrC=1C=C(CC2=NN=CN2C)C=C(C1)OCC